5-((2-(difluoromethyl)pyridin-3-yl)methoxy)-N-(3,3-difluoropiperidin-4-yl)-2-methylbenzofuran-3-carboxamide FC(C1=NC=CC=C1COC=1C=CC2=C(C(=C(O2)C)C(=O)NC2C(CNCC2)(F)F)C1)F